1-tert-butoxycarbonyl-4-(6-chloro-2-fluoro-3-(1-methyl-1H-benzo[d]imidazol-2-yl)phenyl)piperazine C(C)(C)(C)OC(=O)N1CCN(CC1)C1=C(C(=CC=C1Cl)C1=NC2=C(N1C)C=CC=C2)F